5-bromo-1-(buten-3-yl)-2-methylimidazole BrC1=CN=C(N1C(C=C)C)C